(R or S)-Benzyl 3-(1-ethyl-4-methyl-1H-benzo[d][1,2,3]triazol-5-yl)-3-(4-(hydroxymethyl)-5-methylthiazol-2-yl)-2,2-dimethylpropanoate C(C)N1N=NC2=C1C=CC(=C2C)[C@H](C(C(=O)OCC2=CC=CC=C2)(C)C)C=2SC(=C(N2)CO)C |o1:12|